C(CCCCC)[Si](C=1C=C(C2=C(OC(C3=C2C=C(C=C3)CO)(C)C)C1)O)(C)C 3-(hexyldimethylsilyl)-9-hydroxymethyl-6,6-dimethyl-6H-dibenzo[b,d]pyran-1-ol